CC1CN(CCC1)C1=NC(=NC=C1)C1=CN=C2N1C=C(C=C2)C(F)(F)F 3-[4-(3-methyl-piperidin-1-yl)-pyrimidin-2-yl]-6-trifluoromethyl-imidazo[1,2-a]pyridine